C1NC[C@H]2[C@@H]1CC(C2)=CC2=CN=C(N=N2)C2=C(C=C(C=C2)N2C=NC=C2)O 2-(6-((E)-((3aR,6aS)-hexahydrocyclopenta[c]pyrrol-5(1H)-ylidene)methyl)-1,2,4-triazin-3-yl)-5-(1H-imidazol-1-yl)phenol